N1N=CC(=C1)NC1=NC=CC(=C1)C=1C=C2C(=NNC2=C(C1)C#CC(C)(C)C)N 5-(2-((1H-pyrazol-4-yl)amino)pyridin-4-yl)-7-(3,3-dimethylbut-1-yn-1-yl)-1H-indazol-3-amine